ClC=1C(=NC=C(C1)Cl)OC1CCC2(C(NC3=CC=C(C=C23)C(=O)NCC(C)C)=O)CC1 4-[(3,5-dichloro-2-pyridyl)oxy]-N-isobutyl-2'-oxo-spiro[cyclohexane-1,3'-indoline]-5'-carboxamide